BrC=1C=CC(=C(C1)C1=C(C=CC=C1)Cl)S(=O)(=O)N1CCC(CC1)(C(=O)N[C@H]1CS(C=C1)(=O)=O)F (R)-1-((5-bromo-2'-chloro-[1,1'-biphenyl]-2-yl)sulfonyl)-N-(1,1-dioxido-2,3-dihydrothiophen-3-yl)-4-fluoropiperidine-4-carboxamide